8-(4-methoxyphenethyl)-2-((tetrahydro-2H-pyran-2-yl)methoxy)quinolin-4-ol COC1=CC=C(CCC=2C=CC=C3C(=CC(=NC23)OCC2OCCCC2)O)C=C1